1-(5-fluoroindoline-1-carbonyl)-4-(2-oxo-2-(phenyl(tetrahydro-2H-pyran-4-yl)amino)ethyl)piperidine-4-carboxylic acid FC=1C=C2CCN(C2=CC1)C(=O)N1CCC(CC1)(C(=O)O)CC(N(C1CCOCC1)C1=CC=CC=C1)=O